2-[7-[[6-(trifluoromethyl)-3-pyridinyl]methyl]-2-azaspiro[3.5]nonane-2-carbonyl]-7-oxa-2,5-diazaspiro[3.4]octan-6-one FC(C1=CC=C(C=N1)CC1CCC2(CN(C2)C(=O)N2CC3(C2)NC(OC3)=O)CC1)(F)F